1-chloro-β-carboline ClC1=NC=CC=2C3=CC=CC=C3NC12